C1(CCC1)CN(C(OC(C)(C)C)=O)[C@H]1CN(CCC1)C=1N=NC(=CC1)C(C)N1N=NC(=C1)C1=NC(=CN=C1)OC tert-butyl (cyclobutylmethyl)((3R)-1-(6-(1-(4-(6-methoxypyrazin-2-yl)-1H-1,2,3-triazol-1-yl)ethyl)pyridazin-3-yl)piperidin-3-yl)carbamate